C(#N)C1=NC=C(C=N1)NC(=O)[C@H]1CC[C@H]2[C@@H]3CC[C@@H]4C[C@](CC[C@@H]4[C@H]3CC[C@]12C)(CCC)O (3R,5R,8R,9R,10S,13S,14S,17S)-N-(2-cyanopyrimidin-5-yl)-3-hydroxy-13-methyl-3-propylhexadecahydro-1H-cyclopenta[a]phenanthrene-17-carboxamide